C1(=CC=CC=C1)[C@H]1[C@@H](C1)NC(=O)[C@@H]1CN(CC[C@H]1NC(=O)C=1N=NN(C1)C1=C(C=C(C=C1)F)F)C1CCCCC1 (3R,4R)-1-cyclohexyl-4-{[1-(2,4-difluoro-phenyl)-1H-[1,2,3]triazole-4-carbonyl]-amino}-piperidine-3-carboxylic acid ((1R,2S)-2-phenyl-cyclopropyl)-amide